NC=1C=C(C(N(C1)CCF)=O)Cl 5-Amino-3-chloro-1-(2-fluoroethyl)pyridin-2(1H)-one